4-(2,6-difluoro-4-(1-(trifluoromethyl)-1H-pyrazol-4-yl)phenyl)-3-methyl-1-(1-((2-(trimethylsilyl)ethoxy)methyl)-1H-benzo[d]imidazol-5-yl)azetidin-2-one FC1=C(C(=CC(=C1)C=1C=NN(C1)C(F)(F)F)F)C1C(C(N1C1=CC2=C(N(C=N2)COCC[Si](C)(C)C)C=C1)=O)C